methyl 4-((2-tosylhydrazineylidene)methyl)benzoate S(=O)(=O)(C1=CC=C(C)C=C1)NN=CC1=CC=C(C(=O)OC)C=C1